C(C(=C)C)(=O)OCCCCCCCCCCCCCCCCCCCCCCCC tetracosanol methacrylate